benzyl (R)-4-(((2-(ethyl(methyl)amino)ethyl)carbamoyl)oxy)dodecanoate C(C)N(CCNC(=O)O[C@@H](CCC(=O)OCC1=CC=CC=C1)CCCCCCCC)C